n-undecyl-magnesium chloride C(CCCCCCCCCC)[Mg]Cl